(3-(10-(naphthalen-2-yl)anthracen-9-yl)phenyl)diphenylphosphine oxide C1=C(C=CC2=CC=CC=C12)C1=C2C=CC=CC2=C(C2=CC=CC=C12)C=1C=C(C=CC1)P(C1=CC=CC=C1)(C1=CC=CC=C1)=O